CC=1SC=C(C1O)C 2,4-dimethyl-3-hydroxythiophene